2,5-di(pyridin-4-yl)thiophene tert-butyl-(6,7-dihydro-5H-indeno[5,6-b]furan-6-yl)carbamate C(C)(C)(C)N(C(O)=O)C1CC2=CC3=C(OC=C3)C=C2C1.N1=CC=C(C=C1)C=1SC(=CC1)C1=CC=NC=C1